SC=1N(C(=NN1)C1(CC(C1)C)C1=CC=C2CN(C(C2=C1)=O)CC1=CC=C(C=C1)OC)C 6-(1-(5-Mercapto-4-methyl-4H-1,2,4-triazol-3-yl)-3-methylcyclobutyl)-2-(4-methoxybenzyl)isoindolin-1-one